3-[5-(8-aminooctyl)-3-methyl-2-oxo-1,3-benzodiazol-1-yl]piperidine-2,6-dione trifluoroacetate FC(C(=O)O)(F)F.NCCCCCCCCC1=CC2=C(N(C(N2C)=O)C2C(NC(CC2)=O)=O)C=C1